CN1CC2CCN(CCC2C1)C1=NC2=C(N1C(=O)NCC#CC(C)C)C=CC=C2 (2-Methyloctahydropyrrolo[3,4-d]azepin-6(1H)-yl)-N-(4-methylpent-2-yn-1-yl)-1H-benzo[d]imidazole-1-carboxamide